ClC1=CC=C(CN2C3(CCN(C3)C3=CC(=NC=C3)C)C(N(CC2=O)C(C)C)=O)C=C1 6-(4-chlorobenzyl)-9-isopropyl-2-(2-methyl-pyridin-4-yl)-2,6,9-triazaspiro-[4.5]decane-7,10-dione